ClC1(C=C(N=CC1C#N)Cl)OC 4,6-dichloro-4-methoxynicotinonitrile